C(C)OCCN1C(=NC2=C1C=CC=C2)C2CCNCC2 1-(2-ethoxyethyl)-2-(piperidine-4-yl)-1H-benzo[d]imidazole